oxalic acid methyl-2-propynyl ester CC(C#C)OC(C(=O)O)=O